(3R,4R,5R)-3,4-bis(benzyloxy)-5-(benzyloxymethyl)dihydrofuran-2(3H)-one C(C1=CC=CC=C1)O[C@H]1C(O[C@@H]([C@H]1OCC1=CC=CC=C1)COCC1=CC=CC=C1)=O